ClC=1C=C(C=C(C1)C(F)(F)F)NC(=O)[C@]12[C@H]3C[C@@H]([C@@H]([C@@]2(C1)C1=CC(=NC=C1)F)O3)O |r| rac-(1r,2r,4s,5r,6s)-N-(3-chloro-5-(trifluoromethyl)phenyl)-4-(2-fluoropyridin-4-yl)-6-hydroxy-8-oxatricyclo[3.2.1.02,4]octane-2-carboxamide